NC1=NC=CC(=C1C(F)(F)F)S 2-amino-3-(trifluoromethyl)pyridin-4-thiol